BrC=1C(=NN(N1)C1=CC=C(C=C1)Cl)C12CC(C1)(C2)N 3-[5-bromo-2-(4-chlorophenyl)triazol-4-yl]Bicyclo[1.1.1]Pentane-1-amine